4-(4-Phenoxybenzamido)picolinic acid O(C1=CC=CC=C1)C1=CC=C(C(=O)NC2=CC(=NC=C2)C(=O)O)C=C1